O1CCN(CC1)CC1=NC=CC(=C1)N 2-(morpholinomethyl)pyridin-4-amine